F[Sb-](F)(F)(F)(F)F.ClC1=C(C=CC(=C1)SC(C)=O)C1=CC=C(C=C1)[S+](C1=CC=C(C=C1)Cl)C1=CC=C(C=C1)Cl 4-(2-chloro-4-acetylthiophenyl)phenylbis(4-chlorophenyl)sulfonium hexafluoroantimonate